CN(CCC=1C(=CC(N(C1)C(C(=O)[O-])CC(C)C)=O)C(F)(F)F)C.[Li+] lithium 2-(5-(2-(dimethylamino)ethyl)-2-oxo-4-(trifluoromethyl)pyridin-1(2H)-yl)-4-methylpentanoate